[Na-2].C=1(C(=CC=CC1)CCCCCCCC\C=C/CCCCCCCC(=O)[O-])C1=CC=CC=C1 biphenyloleate sodium (2-)